1H-1,2,4-triazol-5-ylsulfocyanate N1N=CN=C1OS(=O)(=O)OC#N